fluoro-4-(trifluoromethyl)pyridin FC1=NC=CC(=C1)C(F)(F)F